2-chloro-5-(hydroxymethyl)benzene ClC1=CC=C(C=C1)CO